N=1C=CN2N=C(C=CC21)C2=CNC=1N=C(N=CC12)N[C@@H]1CC[C@@H](CC1)OC(F)(F)F 5-(imidazo[1,2-b]pyridazin-6-yl)-N-(cis-4-(trifluoromethoxy)cyclohexyl)-7H-pyrrolo[2,3-d]pyrimidin-2-amine